OCCC1=C(N=C2N(C1=O)C=CC=C2OCC2=CC=CC=C2)C (2-hydroxyethyl)-2-methyl-9-benzyloxy-4H-pyrido[1,2-a]pyrimidin-4-one